NC1=C2N=CN(C2=NC=N1)[C@@]1(OC([C@H]([C@H]1O)O)=C)CO (2R,3R,4S)-2-(6-amino-9H-purine-9-yl)-2-(hydroxymethyl)-5-methylenetetrahydrofuran-3,4-diol